tri-tert-butyl-1,3,5-benzenetricarbamide C(C)(C)(C)C1=C(C(=C(C(=C1C(=O)N)C(C)(C)C)C(=O)N)C(C)(C)C)C(=O)N